2-chloro-1-(4-methyl-1H-pyrrolo[2,3-b]pyridin-3-yl)ethan-1-one ClCC(=O)C1=CNC2=NC=CC(=C21)C